2-methoxyethyl 4-(N-(3-(tert-butyl)-5-cyclopropylbenzyl)-2-(N-((4-(trifluoromethyl)pyridin-3-yl)methyl)-(2,3,4,5,6-pentafluoro-phenyl)sulfonamido) acetamido)-3-methoxybenzoate C(C)(C)(C)C=1C=C(CN(C(CN(S(=O)(=O)C2=C(C(=C(C(=C2F)F)F)F)F)CC=2C=NC=CC2C(F)(F)F)=O)C2=C(C=C(C(=O)OCCOC)C=C2)OC)C=C(C1)C1CC1